C(C)(C)C1C(CC(CC1)C)C(COCC)(COCC)CCC(CC(C)C)(CC(C)C)Br 2-(2-isopropyl-5-methylcyclohexyl)-2-(3-bromo-3-isobutyl-5-methylhexyl)-1,3-diethoxypropane